CC1=NC2=C(N1)C=C(C=C2)C2=C(C(=C(C(=C2F)F)C2=C(C=CC=C2)CN2CCCCC2)F)F 2-Methyl-6-(2,3,5,6-tetrafluoro-2'-(piperidin-1-ylmethyl)-[1,1'-biphenyl]-4-yl)-1H-benzo[d]imidazol